[Cl-].[Cl-].[V+].C(C)(C)C1=C(C(=CC=C1)C(C)C)[NH+]1CN(CC1)C1=C(C=CC=C1C(C)C)C(C)C 1,3-bis(2',6'-diisopropylphenyl)-imidazolinium vanadium dichloride